FC1=C(C=CC(=C1)F)C1C(NC=2C=3C1=NNC(C3C=C(C2)F)=O)C 9-(2,4-difluorophenyl)-5-fluoro-8-methyl-2,7,8,9-tetrahydro-3H-pyrido[4,3,2-de]phthalazin-3-one